silicon dioxide sodium chloride [Cl-].[Na+].[Si](=O)=O